CN1C(C=C(C2=CC=CC=C12)C1=CC=C(C=C1)C1CCCCC1)[O-] 1-methyl-4-(4-cyclohexyl-phenyl)quinolinolate